[K].OC1=C(C(C(=C(C1=O)O)O)=O)O tetrahydroxy-1,4-benzoquinone potassium salt